FC1=C(C(=CC(=C1)N1CCO[C@@H](CC1)C(F)(F)F)C)NC(CC(C)(C)C)=O N-[2-fluoro-6-methyl-4-[(7S)-7-(trifluoromethyl)-1,4-oxazepan-4-yl]phenyl]-3,3-dimethyl-butanamide